N-[2-(1-BENZYLPIPERIDIN-4-YL)ETHYL]-4-(PYRAZIN-2-YL)-PIPERAZIN-1-CARBOXAMID C(C1=CC=CC=C1)N1CCC(CC1)CCNC(=O)N1CCN(CC1)C1=NC=CN=C1